S1C=NC2=C1C=CC(=C2)C2=NC(=C1C(=N2)N(N=C1)C1=CC=CC=C1)NC(=O)C=1SC(=CC1)[N+](=O)[O-] N-(6-(benzo[d]thiazol-5-yl)-1-phenyl-1H-pyrazolo[3,4-d]pyrimidin-4-yl)-5-nitrothiophene-2-carboxamide